3-chloro-5a-(4-(difluoromethyl)phenyl)-8,8a-dihydroxy-6-phenyl-5a,7,8,8a-tetrahydro-6H-cyclopenta[4,5]furo[3,2-b]pyridine-7-carboxylate ClC=1C=C2C(=NC1)C1(C(O2)(C(C(C1O)C(=O)[O-])C1=CC=CC=C1)C1=CC=C(C=C1)C(F)F)O